BrC1=C(C(=CC(=C1)[N+](=O)[O-])F)N1CCC(CC1)=O 1-(2-Bromo-6-fluoro-4-nitrophenyl)piperidin-4-one